2,2,4,4-tetramethyl-cyclobutane-1,3-diol diacetate C(C)(=O)OC1C(C(C1(C)C)OC(C)=O)(C)C